tert-butyl (1r,4r,5s)-5-(7-bromo-8-(2-cyanoethyl)-6-fluoro-2-(3-methoxy-3-oxopropyl)-4-(methylsulfanyl)-1H-pyrrolo[3,2-c]quinolin-1-yl)-2-azabicyclo[2.1.1]hexane-2-carboxylate BrC=1C(=CC=2C3=C(C(=NC2C1F)SC)C=C(N3[C@H]3[C@H]1CN([C@@H]3C1)C(=O)OC(C)(C)C)CCC(=O)OC)CCC#N